(1S,4R)-5-fluoro-4-hydroxy-3,4-dihydro-2H-spiro[naphthalene-1,4'-oxazolidin]-2'-one-4-d FC1=C2[C@](CC[C@]3(NC(OC3)=O)C2=CC=C1)([2H])O